C(C)(C)(C)OC(=O)N1CCC(CC1)N1C(N(C2=C1C=CC=C2)CC2=C(C=C(C=C2)C=2OC(=NN2)C(F)F)F)=O 4-(3-(4-(5-(difluoromethyl)-1,3,4-oxadiazol-2-yl)-2-fluorobenzyl)-2-oxo-2,3-dihydro-1H-benzo[d]imidazol-1-yl)piperidine-1-carboxylic acid tert-butyl ester